7-(2-bromoethyl)-1,3-dimethyl-3,7-dihydro-1H-purine-2,6-dione BrCCN1C=NC=2N(C(N(C(C12)=O)C)=O)C